C(C=C)(=O)N1[C@H](CN(CC1)C1=NC(=NC=2C[C@H](CCC12)N1CCCC2=CC=CC=C12)N1CC(CC1)N)CC#N 2-((2S)-1-Acryloyl-4-((7S)-2-(3-aminopyrrolidin-1-yl)-7-(3,4-dihydroquinolin-1(2H)-yl)-5,6,7,8-tetrahydroquinazolin-4-yl)piperazin-2-yl)acetonitrile